7-(2,6-dimethylpiperazin-1-yl)-2-(2,6-dioxopiperidin-3-yl)-4,5-difluoroisoindoline-1,3-dione CC1N(C(CNC1)C)C=1C=C(C(=C2C(N(C(C12)=O)C1C(NC(CC1)=O)=O)=O)F)F